3,3'-(diphenylsilanediyl)bis(N,N-dimethylaniline) C1(=CC=CC=C1)[Si](C=1C=C(N(C)C)C=CC1)(C=1C=C(N(C)C)C=CC1)C1=CC=CC=C1